C1(=CC=CC2=CC=CC=C12)C1=CC=C(C=C1)C=1C=CC=2N(C3=CC=CC=C3C2C1)C1=CC=CC=C1 3-[4-(1-naphthyl)phenyl]-9-phenyl-9H-carbazole